O1N=C(C2=C1C=CC=C2)C2=NN(C(=C2C2CCC2)NC(C[C@@H]2C(C(C2)(F)F)(F)F)=O)C (S)-N-(3-(benzo[d]isoxazol-3-yl)-4-cyclobutyl-1-methyl-1H-pyrazol-5-yl)-2-(2,2,3,3-tetrafluorocyclobutyl)acetamide